C(C)OC(=O)C1=CC2=C(N=C(S2)N)C(=C1)F amino-4-fluoro-1,3-benzothiazole-6-carboxylic acid ethyl ester